FC1=CC=C(C=C1)[C@@H]1N(CCC2=CC=CC=C12)C(=O)[C@@H]1OC[C@@H]([C@H](C1)NC(OC(C)(C)C)=O)OC tert-butyl ((2R,4S,5R)-2-((S)-1-(4-fluorophenyl)-1,2,3,4-tetrahydroisoquinoline-2-carbonyl)-5-methoxytetrahydro-2H-pyran-4-yl)carbamate